3-[[Tert-butyl(diphenyl)silyl]oxymethyl]cyclobutanol [Si](C1=CC=CC=C1)(C1=CC=CC=C1)(C(C)(C)C)OCC1CC(C1)O